C(C)C1=C(N=C(C(=N1)C(=O)[O-])NCCNC(=O)OC(C)(C)C)C Ethyl-((2-((tert-butoxycarbonyl) amino) ethyl) amino)-5-methylpyrazine-2-carboxylate